[1-(2-Trifluoromethyl-pyridin-4-yl)-pyrrolidin-3(R)-yl]-(5,7,7-trimethyl-1,3,6,7,8,9-hexahydro-pyrrolo[3,4-c]isoquinolin-2-yl)-methanone FC(C1=NC=CC(=C1)N1C[C@@H](CC1)C(=O)N1CC=2N=C(C=3CC(CCC3C2C1)(C)C)C)(F)F